2-[[5-cyclopropyl-4-[(3-methyloxet-3-yl)methoxy]pyridine-2-carbonyl]amino]-2-ethylbutanoic acid ethyl ester C(C)OC(C(CC)(CC)NC(=O)C1=NC=C(C(=C1)OCC1(COC1)C)C1CC1)=O